FC1=C(C=C(C=C1)F)C=1C=CC=C2C=C(NC12)C(=O)O 7-(2,5-difluorophenyl)-1H-indole-2-carboxylic acid